OC=1C=C(\C=N\NC(=O)C=2C(=NC(=NC2)C2=NC=CC=C2)O)C=CC1O (E)-N'-(3,4-dihydroxybenzylidene)-4-hydroxy-2-(pyridin-2-yl)pyrimidine-5-carbohydrazide